CN(C=1SC2=C(OCC=3C2=NC=C(C3)C=3C=NNC3)N1)C1CC(NC(C1)(C)C)(C)C N-Methyl-7-(1H-pyrazol-4-yl)-N-(2,2,6,6-tetramethylpiperidin-4-yl)-5H-thiazolo[5',4':5,6]pyrano[4,3-b]pyridin-2-amine